FC(C(C(C(C(C(C(C(C(C(C(F)(F)F)(F)F)(F)F)(F)F)(F)F)(F)F)(F)F)(F)F)(F)F)(F)F)(F)S perfluoroundecyl thiol